ClC1=C(C=C(CNC(C(C(F)(F)F)(C)C)=O)C=C1)C=1NC(C=C(N1)C=1C=NC(=CC1)OC(F)F)=O N-(4-chloro-3-{4-[6-(difluoromethoxy)pyridin-3-yl]-6-oxo-1,6-dihydropyrimidin-2-yl}benzyl)-3,3,3-trifluoro-2,2-dimethylpropionamide